2-(4-chloro-3-fluorophenoxy)-N-[3-(2-{[6-(trifluoromethyl)pyridazin-3-yl]oxy}acetamido)bicyclo[1.1.1]pentan-1-yl]acetamide ClC1=C(C=C(OCC(=O)NC23CC(C2)(C3)NC(COC=3N=NC(=CC3)C(F)(F)F)=O)C=C1)F